(S)-1-cyclopropyl-N-(3-(1-((3-methyl-1H-pyrazolo[3,4-b]pyrazin-5-yl)amino)ethyl)phenyl)-1H-pyrazole-4-carboxamide C1(CC1)N1N=CC(=C1)C(=O)NC1=CC(=CC=C1)[C@H](C)NC=1N=C2C(=NC1)NN=C2C